[3-[3-methyl-2-oxo-1-(2-trimethylsilylethoxymethyl)benzimidazol-4-yl]cyclobutyl]methyl-4-methylbenzenesulfonate CN1C(N(C2=C1C(=CC=C2)C2CC(C2)COS(=O)(=O)C2=CC=C(C=C2)C)COCC[Si](C)(C)C)=O